Cl.FC(C=1C=C(C=CC1)[C@@H](C)N)(F)F (1R)-1-[3-(trifluoromethyl)phenyl]ethane-1-amine hydrochloride